C(C)(C)N1CCN(CC1)C1=CC=C(C(=O)N)C=C1 4-(4-isopropylpiperazin-1-yl)benzamide